methyl (S)-2-((4-(6-hydroxypyridin-2-yl) piperidin-1-yl)methyl)-1-(oxetan-2-ylmethyl)-1H-benzo[d]imidazole-6-carboxylate OC1=CC=CC(=N1)C1CCN(CC1)CC1=NC2=C(N1C[C@H]1OCC1)C=C(C=C2)C(=O)OC